(R)-[3-(3-morpholinonyl)-2-hydroxypropyl]-2-methyl-5-nitroimidazole N1(C(COCC1)=O)C[C@@H](CC=1N=C(NC1[N+](=O)[O-])C)O